tert-Butyl 4-(2-amino-2-oxoethyl)piperidine-1-carboxylate NC(CC1CCN(CC1)C(=O)OC(C)(C)C)=O